F[Sb-](F)(F)(F)(F)F.C[N+](C=1C(=CC=CC1)C)(CC1=CC=C(C=C1)OC)C N,N-dimethyl-N-(4-methoxybenzyl)toluidinium hexafluoroantimonate